N1,N3-bis((5-(2,6-diisopropylphenyl)-1H-pyrrol-2-yl)methyl)-N1,N3-dimethylpropane-1,3-diamine C(C)(C)C1=C(C(=CC=C1)C(C)C)C1=CC=C(N1)CN(CCCN(C)CC=1NC(=CC1)C1=C(C=CC=C1C(C)C)C(C)C)C